tert-butyl 3-((4-methyl-3-((1-(naphthalen-1-yl)cyclopropyl)carbamoyl) benzyl)oxy)azetidine-1-carboxylate CC1=C(C=C(COC2CN(C2)C(=O)OC(C)(C)C)C=C1)C(NC1(CC1)C1=CC=CC2=CC=CC=C12)=O